ClC=1C=C(C=NC1)C1=NC(=C2N=CN(C2=N1)[C@H]1[C@@H]([C@@H]([C@H](O1)C(=O)NC([2H])([2H])[2H])O)O)NCC1=NC(=CC=C1)C (2S,3S,4R,5R)-5-(2-(5-chloropyridin-3-yl)-6-((6-methylpyridin-2-yl)methylamino)-9H-purin-9-yl)-3,4-dihydroxyl-N-(methyl-d3)-tetrahydrofuran-2-carboxamide